tert-butyl (R)-2-(pent-4-yn-2-yloxy)acetate C[C@H](CC#C)OCC(=O)OC(C)(C)C